S1C=NC2=C1C=C(C=C2)\C=C/2\C(N(C(=N2)N[C@H](CC(C)C)COC)C2CCCC2)=O (5Z)-5-(1,3-Benzothiazol-6-ylmethylene)-3-cyclopentyl-2-[[(1R)-1-(methoxymethyl)-3-methyl-butyl]amino]imidazol-4-one